P(OCCCCCCCCCC)(OCCCCCCCC)([O-])=O Phosphoric acid, decyl octyl ester